ethyl 3-((isoquinoline-1-carboxamido)methyl)-5-(thiazol-4-ylmethyl)-4,5-dihydroisoxazole-5-carboxylate C1(=NC=CC2=CC=CC=C12)C(=O)NCC1=NOC(C1)(C(=O)OCC)CC=1N=CSC1